ClC1=CC=C(C=C1)CC(=O)N 2-(4-chlorophenyl)ethanamide